C(C)(C)(C)OC(NCCOC=1C(=C2CC(CC2=CC1)C=O)C#N)=O N-[2-[(4-cyano-2-formyl-2,3-dihydro-1H-inden-5-yl)oxy]ethyl]carbamic acid tert-butyl ester